(p-tolyl)(m-trifluoromethyl-phenyl)methylene(cyclopentadienyl)(2,7-diphenyl-3,6-di-tert-butylfluorenyl)zirconium dichloride [Cl-].[Cl-].C1(=CC=C(C=C1)C(=[Zr+2](C1=C(C(=CC=2C3=CC(=C(C=C3CC12)C1=CC=CC=C1)C(C)(C)C)C(C)(C)C)C1=CC=CC=C1)C1C=CC=C1)C1=CC(=CC=C1)C(F)(F)F)C